C(#N)C(CNC1=C(C=CC2=CC=C(C=C12)C1=NC=CC=C1)C(=O)O)=C 1-[(2-cyano-2-methylideneethyl)amino]-7-(pyridin-2-yl)naphthalene-2-carboxylic acid